ClC=1C=C2N(C(C=3N(C2=CC1)C(=CN3)C)=O)C=3C(=NC=CC3)C 7-Chloro-1-methyl-5-(2-methylpyridin-3-yl)imidazo[1,2-a]Quinoxaline-4(5H)-on